The molecule is the anion formed from naproxen by loss of a proton from the carboxy group. It is a conjugate base of a naproxen. C[C@@H](C1=CC2=C(C=C1)C=C(C=C2)OC)C(=O)[O-]